C1(=CC=CC=C1)P(C1=CC=CC=C1)[Pd-2](P(C1=CC=CC=C1)C1=CC=CC=C1)(Cl)Cl bis(diphenylphosphino)palladium (II) dichloride